N[C@@](C)(C1=CC=C(C=C1)F)C=1C=NC(=NC1)N1CCN(CC1)C1=NC=NN2C1=CC(=C2)C=2C=NN(C2)C(C(=O)OC)(C)C methyl (S)-2-(4-(4-(4-(5-(1-amino-1-(4-fluorophenyl) ethyl) pyrimidin-2-yl) piperazin-1-yl) pyrrolo[2,1-f][1,2,4]triazin-6-yl)-1H-pyrazol-1-yl)-2-methylpropionate